6-chloro-5-(2-fluoro-5-methoxy-phenyl)-7-methyl-1,3-dihydro-1,4-benzodiazepine ClC1=C(C=CC2=C1C(=NCCN2)C2=C(C=CC(=C2)OC)F)C